FC=1C(=CC(=C(C1)NC(=O)N[C@@H](C)C=1N(N=CN1)C1=NC=CC=N1)C)OC 1-(5-fluoro-4-methoxy-2-methyl-phenyl)-3-[(1S)-1-(2-pyrimidin-2-yl-1,2,4-triazol-3-yl)ethyl]urea